2-([(3-ACETYLPHENYL)CARBAMOYL]AMINO)BUTANOIC ACID C(C)(=O)C=1C=C(C=CC1)NC(=O)NC(C(=O)O)CC